bicyclo[1.1.1]pentan-1-aminium chloride [Cl-].C12(CC(C1)C2)[NH3+]